C(C)N(C1=CC(=C(C(=O)C2=C(C(=O)N3CCN(CC3)C(=O)C3=C(C=CC=C3)C(=O)C3=C(C=C(C=C3)N(CC)CC)O)C=CC=C2)C=C1)O)CC (2-{4-[2-(4-Diethylamino-2-hydroxy-benzoyl)-benzoyl]-piperazin-1-carbonyl}-phenyl)-(4-diethylamino-2-hydroxy-phenyl)-methanon